3-(8-bromo-6-chloro-3,4-dihydroquinolin-1(2H)-yl)-4-methoxypyrrolidine-1-carboxylate BrC=1C=C(C=C2CCCN(C12)C1CN(CC1OC)C(=O)[O-])Cl